(7R)-5,7,8-triethyl-2-(((1-(4-fluorobenzyl)-1H-pyrazol-4-yl)methyl)amino)-7-methyl-7,8-dihydropteridin-6(5H)-one C(C)N1C=2C=NC(=NC2N([C@](C1=O)(C)CC)CC)NCC=1C=NN(C1)CC1=CC=C(C=C1)F